NC=1C2=C(N=CN1)N(C=C2C2=C1C=CN=CC1=C(C=C2)NC(=O)NC2=CC(=C(C=C2)CN2CCN(CC2)C)C(F)(F)F)C2CC2 1-(5-(4-amino-7-cyclopropyl-7H-pyrrolo[2,3-d]pyrimidin-5-yl)isoquinolin-8-yl)-3-(4-((4-methylpiperazin-1-yl)-methyl)-3-(trifluoromethyl)-phenyl)urea